1-(4,8-dioxo-4,8-dihydrothieno[2',3':4,5]benzo[1,2-c][1,2,5]thiadiazole-1-carbonyl)thieno[2',3':4,5]benzo[1,2-c][1,2,5]thiadiazole-4,8-dione O=C1C2=C(C(C=3N(SNC31)C(=O)N3SNC1=C3C(C3=C(C1=O)SC=C3)=O)=O)C=CS2